C(#C)C=1C=NN(C1)C(C)C1CCN(CC1)C(=O)OC(C)(C)C tert-butyl 4-[1-(4-ethynylpyrazol-1-yl)ethyl]piperidine-1-carboxylate